N-hydroxy-6-((4-(3-(pyridin-3-yl)ureido)phenyl)ethynyl)-[1,1'-biphenyl]-2-carboxamide ONC(=O)C=1C(=C(C=CC1)C#CC1=CC=C(C=C1)NC(=O)NC=1C=NC=CC1)C1=CC=CC=C1